NC1[C@@H]2CN(C[C@H]12)C(=O)[O-] (1R,5S,6s)-6-amino-3-azabicyclo[3.1.0]hexane-3-carboxylate